(S)-2-((4-((3-((4-chloro-2-fluorobenzyl)oxy)-4-fluorophenyl)amino)piperidin-1-yl)methyl)-3-(oxetan-2-ylmethyl)-3H-imidazo[4,5-b]pyridine-5-carboxylic acid ClC1=CC(=C(COC=2C=C(C=CC2F)NC2CCN(CC2)CC2=NC=3C(=NC(=CC3)C(=O)O)N2C[C@H]2OCC2)C=C1)F